(2'R,4'R)-3-methyl-1-phenyl-1'-tosyl-2'-(4-(trifluoromethyl)phenyl)-4'-vinyl-1',4'-dihydro-2'H-spiro[pyrazole-4,3'-quinolin]-5(1H)-one CC1=NN(C(C12[C@H](N(C1=CC=CC=C1[C@H]2C=C)S(=O)(=O)C2=CC=C(C)C=C2)C2=CC=C(C=C2)C(F)(F)F)=O)C2=CC=CC=C2